3-(7-fluoro-6-(1-((2-morpholinothiazol-5-yl)methyl)-1H-pyrazol-4-yl)benzofuran-3-yl)piperidine-2,6-dione FC1=C(C=CC=2C(=COC21)C2C(NC(CC2)=O)=O)C=2C=NN(C2)CC2=CN=C(S2)N2CCOCC2